C(C)(=O)N1C[C@@H](OCC1)CC1=C(N=C2N1C=CC(=C2)C)C=2C(=CC1=C(OCC3N1C(CC3)=O)C2F)F 7-(3-(((S)-4-Acetylmorpholin-2-yl)methyl)-7-methylimidazo[1,2-a]pyridin-2-yl)-6,8-Difluoro-2,3,3a,4-tetrahydro-1H-benzo[b]pyrrolo[1,2-d][1,4]oxazin-1-one